pyridin-1-ium (2R,3R,4R,SR)-4-((tert-butyldimethylsilyl)oxy)-5-(hydroxymethyl)-2-(2-isobutyramido-6-oxo-1,6-dihydro-9H-purin-9-yl)tetrahydrofuran-3-yl-phosphonate [Si](C)(C)(C(C)(C)C)O[C@H]1[C@H]([C@@H](O[C@H]1CO)N1C=2N=C(NC(C2N=C1)=O)NC(C(C)C)=O)P([O-])([O-])=O.[NH+]1=CC=CC=C1.[NH+]1=CC=CC=C1 |&1:12|